C(C)C(=CCCCCC=C)CC 8-ethyl-1,7-decadiene